C(C)OC(=O)C=1SC2=C(C1C)C=C(C=C2)S(N(CCC2CCCCC2)C2=C(C=CC=C2)N2CCN(CC2)C(=O)C=2SC=CC2Br)(=O)=O 5-(N-(2-(4-(3-bromothiophene-2-carbonyl)piperazin-1-yl)phenyl)-N-(2-cyclohexylethyl)sulfamoyl)-3-methylbenzothiophene-2-carboxylic acid ethyl ester